N1C(=O)NC(=O)NC1=O.N1C=NC=C1 imidazole compound with isocyanuric acid